9-phenyl-9H,9'H-2,2'-bicarbazole C1(=CC=CC=C1)N1C2=CC=CC=C2C=2C=CC(=CC12)C1=CC=2NC3=CC=CC=C3C2C=C1